bis-(triphenylphosphine) ammonium bromide [Br-].[NH4+].C1(=CC=CC=C1)P(C1=CC=CC=C1)C1=CC=CC=C1.C1(=CC=CC=C1)P(C1=CC=CC=C1)C1=CC=CC=C1